4-chloro-5-(4-(4-fluoro-2-isopropylphenoxy)-5,8-dihydropyrido[3,4-d]pyrimidin-7(6H)-yl)pyridazin-3(2H)-one ClC=1C(NN=CC1N1CC=2N=CN=C(C2CC1)OC1=C(C=C(C=C1)F)C(C)C)=O